FC(C(=O)O)(F)F.CC=1N=C(NC1C)C1=NC=CC(=C1)C=1C=NC=C(C1)C(=O)N1CC(CC1)(O)C 1-{[2'-(4,5-Dimethyl-1H-imidazol-2-yl)-3,4'-bipyridin-5-yl]carbonyl}-3-methylpyrrolidin-3-ol trifluoroacetate salt